4-[4-[tert-butoxycarbonyl(cyclopropyl)amino]-1-piperidyl]-2-methyl-pyrazolo[1,5-a]pyridine-7-carboxylic acid C(C)(C)(C)OC(=O)N(C1CCN(CC1)C=1C=2N(C(=CC1)C(=O)O)N=C(C2)C)C2CC2